3-ethyloxetan-3-ylmethyl methacrylate C(C(=C)C)(=O)OCC1(COC1)CC